[Na].OCCN1C(C=CC1=O)=O N-2-hydroxyethyl-maleimide sodium salt